(E)-3-(2-(4-(2-(4,4-dimethyl-2,5-dioxoimidazolidin-1-yl)acetyl)piperazin-1-yl)phenyl)-N-hydroxyacrylamide CC1(NC(N(C1=O)CC(=O)N1CCN(CC1)C1=C(C=CC=C1)/C=C/C(=O)NO)=O)C